FC=1C=C2C(=NC1)NC=C2C2=NN1C(C(=N2)NC2C(C3CCC2CC3)C(=O)O)=CC=C1 3-((2-(5-fluoro-1H-pyrrolo[2,3-b]pyridin-3-yl)pyrrolo[2,1-f][1,2,4]triazin-4-yl)amino)bicyclo[2.2.2]octane-2-carboxylic acid